methyl (S)-2-(2-chloro-N-(4-(trifluoromethyl) benzyl) acetamido)-2-cyclobutylacetate ClCC(=O)N(CC1=CC=C(C=C1)C(F)(F)F)[C@H](C(=O)OC)C1CCC1